ICC\C=C\CCCCCCCCCC(OCCC)OCCC (3E)-1-iodo-14,14-dipropoxy-3-tetradecene